4-bromo-N-(2-hydroxy-2-methylpropyl)benzenesulfonamide BrC1=CC=C(C=C1)S(=O)(=O)NCC(C)(C)O